1,1',1'',1'''-(((2,7-di-tert-butyl-9,9-dimethyl-9H-xanthene-4,5-diyl)bis(oxy))bis(phosphanetriyl))tetrakis(1H-pyrrole) C(C)(C)(C)C1=CC=2C(C3=CC(=CC(=C3OC2C(=C1)OP(N1C=CC=C1)N1C=CC=C1)OP(N1C=CC=C1)N1C=CC=C1)C(C)(C)C)(C)C